C1NCC2C1=CC=C2 TETRAHYDROCYCLOPENTA[C]PYRROLE